OCCN(C=CC(=O)NC=1C=NC=C(C1)C1=CC(=NC2=C1OCCN2)C2=C(C=CC(=C2)Cl)F)CCO 3-[bis(2-hydroxyethyl)amino]-N-{5-[6-(5-chloro-2-fluorophenyl)-2H,3H,4H-pyrido[3,2-b][1,4]oxazin-8-yl]pyridin-3-yl}propenamide